C(C)(=O)N1C=C(C2=CC=CC=C12)C(=O)NCCC1=NC=CC=C1 1-acetyl-N-(2-(pyridin-2-yl)ethyl)-1H-indole-3-carboxamide